2-((3S,5S)-1-(4-chlorobenzyl)-5-(4-chlorophenyl)piperidin-3-yl)acetic acid ClC1=CC=C(CN2C[C@@H](C[C@H](C2)C2=CC=C(C=C2)Cl)CC(=O)O)C=C1